(2S,3S)-1-benzyl-3-phenylazetidine-2-carboxamide C(C1=CC=CC=C1)N1[C@@H]([C@H](C1)C1=CC=CC=C1)C(=O)N